ClCC1=CC=C(C=C1)[C@H](C)OC([2H])([2H])[2H] (S)-1-(chloromethyl)-4-(1-(methoxy-d3)ethyl)benzene